C1=C2C(=NN=C1)NCC1N2CCNC1 6,6a,7,8,9,10-hexahydro-5H-pyrazino[1',2':4,5]pyrazino[2,3-c]pyridazine